6-(3-Methoxyazetidin-1-yl)quinoline-4-carboxylic acid COC1CN(C1)C=1C=C2C(=CC=NC2=CC1)C(=O)O